C1(CC1)C=1C=C(C=2N(C1)C=C(N2)CNC2=CC=C1C=CC(=NC1=C2)[C@@H]2[C@H](C2)C2=NC=CC(=N2)C)N2C(N(C(C2C2(COC2)O)=O)C)=O |o1:24,25| (6-cyclopropyl-2-(((2-((1S*,2S*)-2-(4-methylpyrimidin-2-yl)cyclopropyl)quinolin-7-yl)amino)methyl)imidazo[1,2-a]pyridin-8-yl)-5-(3-hydroxyoxetan-3-yl)-3-methylimidazolidine-2,4-dione